C(C)(C)(C)OC(=O)N(CCC(=O)NC1=C(C2=C(CN(CC2)C(=O)OC(C)(C)C)S1)C=1SC=C(N1)C1=NC=CC=C1)C(C)C tert-Butyl 2-(3-((tert-butoxycarbonyl)(isopropyl)amino)propanamido)-3-(4-(pyridin-2-yl)thiazol-2-yl)-4,5-dihydrothieno[2,3-c]pyridine-6(7H)-carboxylate